tertiary-pentylaminoethyl methacrylate C(C(=C)C)(=O)OCCNC(C)(C)CC